FC(C=1C=C(C=C(C1)C(F)(F)F)C=CC(C)=O)(F)F 4-(3,5-bis(trifluoromethyl)phenyl)-but-3-en-2-one